tert-butyl (3-((3-carbamoyl-6-chloro-5-ethylpyrazin-2-yl) amino)-5-fluorophenethyl)carbamate C(N)(=O)C=1C(=NC(=C(N1)CC)Cl)NC=1C=C(CCNC(OC(C)(C)C)=O)C=C(C1)F